3-(3-Chloro-2-ethoxy-4-pyridyl)-4-[4-[(3S)-1-(3-fluoropropyl)pyrrolidin-3-yl]oxyphenyl]-2H-thiochromen-7-ol ClC=1C(=NC=CC1C=1CSC2=CC(=CC=C2C1C1=CC=C(C=C1)O[C@@H]1CN(CC1)CCCF)O)OCC